dimethyl-1,2,3-trimethylimidazole phosphate P(=O)(O)(O)O.CC1=C(N(C(N1C)C)C)C